tert.Butyl(2-(2-(((1s,3s)-adamantan-1-yl)amino)ethoxy)ethyl)carbamate C(C)(C)(C)OC(NCCOCCNC12CC3CC(CC(C1)C3)C2)=O